OC1=C(C(NC2=CC=CN=C12)=O)C(=O)OCC ethyl 4-hydroxy-2-oxo-1H-1,5-naphthyridine-3-carboxylate